C(C)OC(CC1=CC=CC2=C1O[C@@H](CN2C)C=2C=C(C1=C(C=C(O1)C)C2)C2=CC(=NC=C2)CN)=O |r| (±)-2-(2-(7-(2-(Aminomethyl)pyridin-4-yl)-2-methylbenzofuran-5-yl)-4-methyl-3,4-dihydro-2H-benzo[b][1,4]oxazin-8-yl)acetic acid ethyl ester